NCC[Si](OC)(OC)OC 2-Aminoethyl(trimethoxysilan)